C(C)(CC)C1CC(CCC1)NC(=O)CC(C(CC(=O)NC1CC(CCC1)C(C)CC)C(=O)NC1CC(CCC1)C(C)CC)C(=O)NC1CC(CCC1)C(C)CC 1,2,3,4-butanetetracarboxylic acid tetra(3-sec-butylcyclohexylamide)